N(C1=CC=CC=C1)/C(=C/C(=O)O)/C(=O)O aniline-maleic acid